(diethyl 2-oxo-2-(4-(5-(trifluoromethyl) pyrimidin-2-yl) piperazin-1-yl) ethyl) phosphonate P(OC(C(N1CCN(CC1)C1=NC=C(C=N1)C(F)(F)F)=O)(CC)CC)([O-])=O